4-amino-7-cyclopropyl-1-[6-(trifluoromethoxy)pyridin-2-yl]pyrido[2,3-d]pyrimidin-2-one NC=1C2=C(N(C(N1)=O)C1=NC(=CC=C1)OC(F)(F)F)N=C(C=C2)C2CC2